N-(8-Bromo-2,3-dihydro-benzo[1,4]dioxin-2-ylmethyl)-3-dimethylamino-propionamide BrC1=CC=CC2=C1OC(CO2)CNC(CCN(C)C)=O